3-methyl-3-Methylbutylpropionate CC(CCOC(CC)=O)(C)C